1-(5-chloropyridin-2-yl)piperidin-4-amine hydrochloride Cl.ClC=1C=CC(=NC1)N1CCC(CC1)N